5-(6-chloro-3-ethylsulfonyl-2-pyridyl)-1-(2,2,3,3,3-pentafluoropropyl)pyrrolo[2,3-c]pyridine ClC1=CC=C(C(=N1)C=1C=C2C(=CN1)N(C=C2)CC(C(F)(F)F)(F)F)S(=O)(=O)CC